NC1=C(NC/C=C/CNC2=C(OCCCN3CCN(CC3)C(=O)OC(C)(C)C)C=C(C=C2[N+](=O)[O-])C(N)=O)C(=CC(=C1)C(N)=O)OC tert-butyl 4-[3-[2-[[(E)-4-(2-amino-4-carbamoyl-6-methoxy-anilino)but-2-enyl]amino]-5-carbamoyl-3-nitro-phenoxy]propyl]piperazine-1-carboxylate